isopropyl (S)-6-diazo-2-((S)-2-methoxy-2-(p-tolyl)acetamido)-5-oxohexanoate [N+](=[N-])=CC(CC[C@@H](C(=O)OC(C)C)NC([C@H](C1=CC=C(C=C1)C)OC)=O)=O